O(CCOCC#CC1=C2CN(C(C2=CC=C1)=O)C1C(N(C(CC1)=O)C(=O)OC(C)(C)C)=O)CCOCC#CC1=C2CN(C(C2=CC=C1)=O)C1C(N(C(CC1)=O)C(=O)OC(C)(C)C)=O Di-tert-butyl 3,3'-((((oxybis(ethane-2,1-diyl))bis(oxy))bis(prop-1-yne-3,1-diyl))bis(1-oxoisoindoline-4,2-diyl))bis(2,6-dioxopiperidine-1-carboxylate)